(R)-5-(2-((2,2,2-trifluoroethyl)amino)-7H-pyrrolo[2,3-d]pyrimidin-5-yl)-N-(1,1,1-trifluoropropan-2-yl)pyrazolo[1,5-a]pyridine-3-carboxamide FC(CNC=1N=CC2=C(N1)NC=C2C2=CC=1N(C=C2)N=CC1C(=O)N[C@@H](C(F)(F)F)C)(F)F